N-(2-((4-(2-((3-(1H-Imidazol-1-yl)benzyl)(ethyl)amino)ethyl)phenyl)carbamoyl)-4,5-dimethoxyphenyl)-4-oxo-4H-chromene-2-carboxamide N1(C=NC=C1)C=1C=C(CN(CCC2=CC=C(C=C2)NC(=O)C2=C(C=C(C(=C2)OC)OC)NC(=O)C=2OC3=CC=CC=C3C(C2)=O)CC)C=CC1